C(C1=CC=CC=C1)OC1=C(C=NC=C1)C(=O)NC=1C=NC=CC1 4-benzyloxy-N-(pyridin-3-yl)pyridine-3-carboxamide